(E)-3-(1-amino-1-(hydroxyimino)-2-methylpropan-2-yl)-N-(2-oxo-2-((4-(3-(pyridin-4-yl)phenyl)thiazol-2-yl)amino)ethyl)benzamide N/C(/C(C)(C)C=1C=C(C(=O)NCC(NC=2SC=C(N2)C2=CC(=CC=C2)C2=CC=NC=C2)=O)C=CC1)=N/O